C(C)(C)(C)C1=NN(C2=CC=CC(=C12)C(C(=O)O)N1CC(C1)OCCCCCC1=NC=2NCCCC2C=C1)C 2-(3-tert-butyl-1-methyl-1H-indazol-4-yl)-2-(3-(5-(5,6,7,8-tetrahydro-1,8-naphthyridin-2-yl)pentyloxy)azetidin-1-yl)acetic acid